(S)-methyl 2-(2-(3-(5-(((S)-1-cyclopropylethyl)carbamoyl)-4H-1,2,4-triazol-3-yl)phenyl)oxazole-5-carboxamido)-4-methylpentanoate C1(CC1)[C@H](C)NC(=O)C=1NC(=NN1)C=1C=C(C=CC1)C=1OC(=CN1)C(=O)N[C@H](C(=O)OC)CC(C)C